FC1=C(CC2CC3(CN(C3)C(=O)N3CC4(C3)NC(NC4)=O)C2)C=CC(=C1)F 2-[6-(2,4-difluorobenzyl)-2-azaspiro[3.3]heptane-2-carbonyl]-2,5,7-triazaspiro[3.4]octan-6-one